COC1=C(C=C(C(=C1)N1CCC2(COC2)CC1)C=1C=NN(C1)C)NC=1N=C(C2=C(N1)NC=C2)NC=2C(=C1N=CC=NC1=CC2)P(C)(C)=O (6-((2-((2-methoxy-5-(1-methyl-1H-pyrazol-4-yl)-4-(2-oxa-7-azaspiro[3.5]nonane-7-yl)phenyl)amino)-7H-pyrrolo[2,3-d]pyrimidin-4-yl)amino)quinoxalin-5-yl)dimethyl-phosphine oxide